O[C@H]([C@]1(CN(CCC1)C(=O)OC(C)(C)C)C)C=1OC(=C(C1)C)C1=C(C=C(C=C1)C(F)(F)F)OC tert-butyl (R)-3-((R)-hydroxy(5-(2-methoxy-4-(trifluoromethyl)phenyl)-4-methylfuran-2-yl)methyl)-3-methylpiperidine-1-carboxylate